FC=1C=C(C=C2C(=CNC12)CCNC)OC 2-(7-fluoro-5-methoxy-1H-indol-3-yl)-N-methylethan-1-amine